2-(trifluoromethyl)pyridine-4-boronic acid FC(C1=NC=CC(=C1)B(O)O)(F)F